NCCCCCCCCCCCCNC(=NC1CCCCC1)NC1CCCCC1 1-(12-aminododecyl)-2,3-dicyclohexylguanidine